OC(CN1C(N=CC=C1C1=CC=C(C=C1)OC(F)(F)F)C=1SC=CC1)(C)C N-(2-Hydroxy-2-methylpropyl)-2-(thiophen-2-yl)-6-[4-(trifluoromethoxy)phenyl]pyrimidin